1-(5-bromo-2-hydroxyphenyl)ethane BrC=1C=CC(=C(C1)CC)O